C(C)(C)C=1C(=NNC1C=1C=C(C=2N(C1)N=CN2)OC)C=2SC(=CN2)N2CCN(CC2)C 2-(4-isopropyl-5-(8-methoxy-[1,2,4]triazolo[1,5-a]pyridin-6-yl)-1H-pyrazol-3-yl)-5-(4-methylpiperazin-1-yl)thiazole